CNC(CCCCCCC(=O)N)=O N'-methyloctanediamide